O1C(=CC2=C1C=CC=C2)CC2=CC=C(\C=C/1\C(=C(C3=CC(=CC=C13)F)CC(=O)O)C)C=C2 (Z)-2-(1-(4-(Benzofuran-2-ylmethyl)benzylidene)-5-fluoro-2-methyl-1H-inden-3-yl)acetic acid